1-octylnonyl 8-[2-aminoethyl-(6-oxo-6-undecoxy-hexyl) amino]octanoate NCCN(CCCCCCCC(=O)OC(CCCCCCCC)CCCCCCCC)CCCCCC(OCCCCCCCCCCC)=O